2-cyclobutoxy-6-[2-(trimethylsilyl)ethynyl]pyridine C1(CCC1)OC1=NC(=CC=C1)C#C[Si](C)(C)C